C(C1=CC=CC=C1)OC1=C(C#N)C=C(C(=C1)OCC1=CC=CC=C1)F 2,4-bis(benzyloxy)-5-fluorobenzonitrile